5-Chloro-1-methyl-3-(4-methylisoxazol-3-yl)-1H-pyrazole-4-carbaldehyde ClC1=C(C(=NN1C)C1=NOC=C1C)C=O